2-(6-(4-fluoro-1H-pyrazol-1-yl)pyridin-3-yl)acetaldehyde FC=1C=NN(C1)C1=CC=C(C=N1)CC=O